CC1NCC1N1C=NC=C1C(=O)N (2-methylazetidin-3-yl)-1H-imidazole-5-carboxamide